N-(3-(diethylamino)propyl)-2-(2-fluoro-4-(methylcarbamoyl)phenyl)benzo[4,5]imidazo[2,1-b]thiazole-7-carboxamide C(C)N(CCCNC(=O)C=1C=CC2=C(N=C3SC(=CN32)C3=C(C=C(C=C3)C(NC)=O)F)C1)CC